allyl-1-((benzyloxy)carbonyl)piperidine-3-carboxylic acid C(C=C)C1N(CCCC1C(=O)O)C(=O)OCC1=CC=CC=C1